NCC1=CC=C(C=N1)C1=C(C=C(C#N)C=C1)OC=1N(N=C(C1)CC)C 4-[6-(aminomethyl)pyridin-3-yl]-3-(5-ethyl-2-methylpyrazol-3-yl)oxybenzonitrile